NC1=C(C(N(C2=NC(=CC=C12)C1CC1)C1=CC=C(C=C1)N)=O)C(=O)OC methyl 4-amino-1-(4-aminophenyl)-7-cyclopropyl-2-oxo-1,2-dihydro-1,8-naphthyridine-3-carboxylate